OC(CCCCCCCCCCCCCC(=O)O)CC=CCC=CCCCCCCC 15-Hydroxy-octacosa-17,20-dienoic acid